N1CC(C1)S(=O)(=O)C1=NC=CC(=C1)C(=O)NC1CC2(C1)CC(C2)C=2OC1=C(N2)C=C(C=C1)Cl 2-(azetidin-3-ylsulfonyl)-N-[6-(5-chloro-1,3-benzoxazol-2-yl)spiro[3.3]heptane-2-yl]pyridine-4-carboxamide